ClC=1N=C(C2=C(N1)N(C=C2)[C@H]2[C@@H]([C@@H]([C@@H](O2)C(OC)P(O)(O)=O)O)O)N[C@H](C)C2=CC=C(C=C2)C2CC2 [(2R,3S,4R,5R)-5-[2-chloro-4-[[(1R)-1-(4-cyclopropylphenyl)-ethyl]amino]pyrrolo-[2,3-d]pyrimidin-7-yl]-3,4-dihydroxy-tetra-hydrofuran-2-yl]-methoxymethylphosphonic acid